NC1=CC=CC(=N1)S(=O)(=O)NC(=O)C=1C(=NC(=CC1)C=1C=NC(=CC1)OC(C)C)N1CC(CCC1)C1=CC(=CC=C1)Cl N-[(6-Amino-2-pyridyl)sulfonyl]-2-[3-(3-chlorophenyl)-1-piperidyl]-6-(6-isopropoxy-3-pyridyl)pyridin-3-carboxamid